[C@@H]1(C[C@H](O)[C@@H](CO)O1)N1C(=O)NC(=O)C(=C1)C(=O)N 2'-deoxyuridine-5-carboxamide